5-methylmercaptohydantoin CSC1C(NC(N1)=O)=O